(2R)-2-(aminomethyl)-4,4-difluoropyrrolidine-1-carboxylic acid tert-butyl ester C(C)(C)(C)OC(=O)N1[C@H](CC(C1)(F)F)CN